(S,E)-methyl 7-(1-(2-(2-adamantylamino)-2-oxoethyl)-2-oxo-1,2-dihydropyridin-3-ylamino)-6-(1-methyl-1H-pyrazole-5-carboxamido)-7-oxohept-2-enoate C12C(C3CC(CC(C1)C3)C2)NC(CN2C(C(=CC=C2)NC([C@H](CC/C=C/C(=O)OC)NC(=O)C2=CC=NN2C)=O)=O)=O